C1(CC1)C1=NC=NC(=C1C1=NC=C(C(=N1)OCC1=CC(=C(C=C1)C=1N(C=C(N1)C(F)(F)F)C(C)C)F)[C@H](C)O)OC |o1:36| rel-(S)-1-(4'-cyclopropyl-4-((3-fluoro-4-(1-isopropyl-4-(trifluoromethyl)-1H-imidazol-2-yl)benzyl)oxy)-6'-methoxy-[2,5'-bipyrimidin]-5-yl)ethanol